5-(((1S,3'R,4'S,5'S,6'R)-5-Chloro-3',4',5'-trihydroxy-6'-methyl-3',4',5',6'-tetrahydro-3H-spiro[isobenzofuran-1,2'-pyran]-6-yl)methyl)-N-ethylthiophen-2-formamid ClC=1C=C2CO[C@]3(O[C@@H]([C@H]([C@@H]([C@H]3O)O)O)C)C2=CC1CC1=CC=C(S1)C(=O)NCC